(R)-6-(2-(2,5-Difluorophenyl)pyrrolidin-1-yl)-3-nitro-2-(3-(4-fluorophenethyl)ureido)pyridine FC1=C(C=C(C=C1)F)[C@@H]1N(CCC1)C1=CC=C(C(=N1)NC(=O)NCCC1=CC=C(C=C1)F)[N+](=O)[O-]